ClC=1C=CC=C2[C@H](CCOC12)NC(=O)NC1=NN(C=C1)C1CCN(CC1)C 1-[(4S)-8-chlorochroman-4-yl]-3-[1-(1-methyl-4-piperidyl)pyrazol-3-yl]urea